N(=C=O)CC1(C2CC(C(C1)C2)CN=C=O)CCCN=C=O 2-(isocyanatomethyl)-2-(3-isocyanatopropyl)-5-(isocyanatomethyl)bicyclo[2.2.1]heptane